C(C)(C)N1C(=NN=C1)C1=CC=CC(=N1)NC(=O)NC=1SC2=C(N1)C=CC=C2C 1-(6-(4-isopropyl-4H-1,2,4-triazol-3-yl)pyridin-2-yl)-3-(7-methylbenzo[d]thiazol-2-yl)urea